(S)-2-((1-(tert-butoxycarbonyl)piperidin-3-yl)amino)-10-methyl-5,6-dihydropyrimido[5,4-g]indolizine-9-carboxylic acid ethyl ester C(C)OC(=O)C=1C(=C2C3=C(CCN2C1)C=NC(=N3)N[C@@H]3CN(CCC3)C(=O)OC(C)(C)C)C